1-(undec-10-enyl)-2,2,6,6-tetramethyl-piperidine C(CCCCCCCCC=C)N1C(CCCC1(C)C)(C)C